4-(4,4-Difluorocyclohexyl)-4-methylpiperidine monohydrochloride Cl.FC1(CCC(CC1)C1(CCNCC1)C)F